1-[[2-(2,2,2-trifluoroethoxy)pyridin-4-yl]methyl]-3-[[1-(trifluoromethyl)cyclopropyl]methyl]urea FC(COC1=NC=CC(=C1)CNC(=O)NCC1(CC1)C(F)(F)F)(F)F